(S)-methoxyethane COCC